N-[7-(2-chloro-5-fluorophenyl)-2,9-dioxo-2,7,8,9-tetrahydro-1H-spiro[[1,4]oxazino[3,2-e]isoindol-3,1'-cyclopropan]-6-yl]-3-fluoro-5-(trifluoromethyl)benzamide ClC1=C(C=C(C=C1)F)C1NC(C2=C3C(=CC(=C12)NC(C1=CC(=CC(=C1)C(F)(F)F)F)=O)OC1(CC1)C(N3)=O)=O